(cis)-tert-Butyl 1-(2-((1-(tert-butoxy)-2-methyl-1-oxopropan-2-yl)oxy)ethyl)-6,6-difluoro-2-methylhexahydropyrrolo[3,2-c]pyrazole-4(2H)-carboxylate C(C)(C)(C)OC(C(C)(C)OCCN1N(C[C@H]2[C@@H]1C(CN2C(=O)OC(C)(C)C)(F)F)C)=O